FC1(C(C(C1(F)F)(F)F)(F)F)F PERFLUOROCYCLOBUTANE